3-((4-chloro-1-methyl-1H-pyrazol-5-yl)methyl)-2-((2-methoxythiazol-5-yl)methyl)isoindolin-1-one ClC=1C=NN(C1CC1N(C(C2=CC=CC=C12)=O)CC1=CN=C(S1)OC)C